C(CCCCC)(=O)N n-Hexanamide